2,5-dimethyl-2,5-hexan-diol CC(C)(CCC(C)(O)C)O